4-(2-Fluoro-6-methoxyphenyl)-N-(5-(2-methoxyethoxy)-1,3,4-thiadiazol-2-yl)-6-methylnicotinamide FC1=C(C(=CC=C1)OC)C1=CC(=NC=C1C(=O)NC=1SC(=NN1)OCCOC)C